(S)-4-((2-(3-Aminopiperidin-1-yl)-1H-benzo[d]imidazol-1-yl)methyl)-3-chlorobenzonitril-hydrochlorid Cl.N[C@@H]1CN(CCC1)C1=NC2=C(N1CC1=C(C=C(C#N)C=C1)Cl)C=CC=C2